COC1=CC(=C2C=CC=NC2=C1)C1(CC1)NC(=O)C=1C=C(OC[C@H]2N(CC2)C(=O)OC(C)(C)C)C=CC1C (S)-tert-Butyl 2-((3-((1-(7-methoxyquinolin-5-yl)cyclopropyl)carbamoyl)-4-methylphenoxy)methyl)azetidine-1-carboxylate